9-[(2-cyanophenyl)methyl]-2-hexyl-2,3,4,9-tetrahydro-1H-carbazole-8-carboxylic acid C(#N)C1=C(C=CC=C1)CN1C2=C(C=CC=C2C=2CCC(CC12)CCCCCC)C(=O)O